(R)-N-(5-chloro-2,4-difluorophenyl)-N-(methyl-d3)-1-(6-methyl-4-(trifluoromethyl)pyridin-2-yl)-2,3-dihydro-1H-pyrrolo[3,2-c]pyridine-2-carboxamide ClC=1C(=CC(=C(C1)N(C(=O)[C@H]1CC=2C=NC=CC2N1C1=NC(=CC(=C1)C(F)(F)F)C)C([2H])([2H])[2H])F)F